NC=1C(=C(C(=C(C(=O)N(C)CC(CO)O)C1I)I)C(=O)N(C)CC(CO)O)I 5-amino-N1,N3-bis(2,3-dihydroxypropyl)-2,4,6-triiodo-N1,N3-Dimethyl-isophthalamide